C(C)(C)[Si](OC1=CC=C(C=C1)B(O)O)(C(C)C)C(C)C (4-((triisopropylsilyl)oxy)phenyl)boronic acid